lithium 5-(4-(tert-butoxycarbonyl)piperazin-1-yl)-4-fluoropicolinate C(C)(C)(C)OC(=O)N1CCN(CC1)C=1C(=CC(=NC1)C(=O)[O-])F.[Li+]